(1s,4s)-5'-(4-Amino-3-(dimethylcarbamoyl)-2-fluorophenyl)-4'-chloro-1',2'-dihydrospiro[cyclohexane-1,3'-pyrrolo[2,3-b]pyridine]-4-carboxamide NC1=C(C(=C(C=C1)C=1C(=C2C(=NC1)NCC21CCC(CC1)C(=O)N)Cl)F)C(N(C)C)=O